C1=CC=C(C=2SC3=C(C21)C=CC=C3)C=3C=C2C=CC(=C(C2=CC3)C3=C(C=CC2=CC(=CC=C32)C3=CC=CC2=C3SC3=C2C=CC=C3)OCCO)OCCO 6,6'-bis(dibenzo[b,d]thiophen-4-yl)-2,2'-bis-(2-hydroxyethoxy)-1,1'-binaphthyl